COC1=CC=C(C=C1)CN(C1=NC(=NC=2N1N=CC2I)N2CC1CCC(C2)N1C(=O)OC(C)(C)C)CC1=CC=C(C=C1)OC tert-butyl 3-(4-{bis[(4-methoxyphenyl)methyl]amino}-8-iodopyrazolo[1,5-a][1,3,5]triazin-2-yl)-3,8-diazabicyclo[3.2.1]octane-8-carboxylate